[Fe+2].F[P-](F)(F)(F)(F)F.[Li+].C(C)OC(=C)C1=CC(=C(C(=N1)C1=CC=C(C=C1)F)F)C(C)(C)O.F[P-](F)(F)(F)(F)F.F[P-](F)(F)(F)(F)F 2-[6-(1-ethoxyvinyl)-3-fluoro-2-(4-fluorophenyl)pyridin-4-yl]Propan-2-ol lithium hexafluorophosphate iron